OC=1SC=C(N1)C=1N=NN(C1)[C@@H]1[C@H]([C@@H](SC2=C(C=CC(=C2)Br)C#N)O[C@@H]([C@@H]1O)CO)OC 5-Bromo-2-cyanophenyl 3-deoxy-3-[4-(2-hydroxythiazol-4-yl)-1H-1,2,3-triazol-1-yl]-2-O-methyl-1-thio-α-D-galactopyranoside